triisocyanatotriphenylthiophosphate N(=C=O)C1=C(C(=C(C=C1)S(=P([O-])([O-])[O-])(C1=CC=CC=C1)C1=CC=CC=C1)N=C=O)N=C=O